FC1=C(C(=CC=C1)OC)S(=O)(=O)NC1=NOC2=C1C(=C1CCC(C1=C2)N2N=CC=C2)OC 2-fluoro-6-methoxy-N-(4-methoxy-7-(1H-pyrazol-1-yl)-6,7-dihydro-5H-indeno[5,6-d]isoxazol-3-yl)benzenesulfonamide